FC1=C(OC2=C(C=C(C=C2)N(S(=O)(=O)CC)CC2OCCC2)C=2C3=C(C(N(C2)C)=O)NC=C3)C=CC(=C1)F N-[4-(2,4-difluorophenoxy)-3-(6-methyl-7-oxo-6,7-dihydro-1H-pyrrolo[2,3-c]pyridin-4-yl)phenyl]-N-(tetrahydrofuran-2-ylmethyl)ethanesulfonamide